Cl.CN1[C@@H]([C@H](CC1=O)C(NCCC(NCCOCCOCCC(=O)NC1CCC(CC1)C(=O)O)=O)=O)C=1C=NC=CC1 (1s,4s)-4-(1-((2S,3S)-1-methyl-5-oxo-2-(pyridin-3-yl)pyrrolidin-3-yl)-1,5-dioxo-9,12-dioxa-2,6-diazapentadecane-15-amido)cyclohexane-1-carboxylic acid, hydrochloride salt